3-(5-(4-((5-oxa-2-azaspiro[3.4]octan-7-yl)methyl)piperazin-1-yl)-3-methyl-2-oxo-2,3-dihydro-1H-benzo[d]imidazol-1-yl)piperidine-2,6-dione C1NCC12OCC(C2)CN2CCN(CC2)C2=CC1=C(N(C(N1C)=O)C1C(NC(CC1)=O)=O)C=C2